indolinium octahydroacridinium salt C1CCCC2[NH2+]C3CC=CC=C3C=C12.[NH2+]1CCC2=CC=CC=C12